3-Benzyloxy-8-bromo-quinoline-2-carbonyl chloride C(C1=CC=CC=C1)OC=1C(=NC2=C(C=CC=C2C1)Br)C(=O)Cl